[I-].[I-].[I-].[I-].C(CC[NH3+])[NH3+].C(CC[NH3+])[NH3+] 1,3-propanediaminium tetraiodide